C(C)OC(C(C)(C)OC1=C(C=C(C=C1C)CN1C=NN(C1=O)C1=CC=CC=C1)C)=O 2-(2,6-dimethyl-4-((5-oxo-1-phenyl-1,5-dihydro-4H-1,2,4-triazol-4-yl)methyl)phenoxy)-2-methylpropanoic acid ethyl ester